C(C)OP(=O)(OCC)C(C=1C=C2C=C(NC2=CC1)C(=O)OC1=CC=C(C=C1)[N+](=O)[O-])(F)F 4-nitrophenyl 5-((diethoxyphosphoryl) difluoromethyl)-1H-indole-2-carboxylate